C(C)(C)(C)OC(=O)NCC1=CC=C(C=C1)C1=CC=CC=C1 (tert-butoxy)-N-[(4-phenylphenyl)methyl]carboxamide